C(C1=CC=CC=C1)OC1=C(C=CC=C1)C1=NC(=NC=N1)NC=1C=C(C=CC1)CS(=O)(=O)N 1-[3-({4-[2-(benzyloxy)phenyl]-1,3,5-triazin-2-yl}amino)phenyl]methanesulfonamide